methyl 8-bromo-4-(dimethylamino)-2-oxo-2H-chromene-3-carboxylate BrC=1C=CC=C2C(=C(C(OC12)=O)C(=O)OC)N(C)C